4-[[3-(4-methoxyphenyl)imidazo[1,2-a]pyrazin-8-yl]amino]-2-methyl-N-(2-piperidin-4-ylethyl)benzamide COC1=CC=C(C=C1)C1=CN=C2N1C=CN=C2NC2=CC(=C(C(=O)NCCC1CCNCC1)C=C2)C